tert-butyl (1R,5S)-3-(8-fluoro-7-(7-fluoro-8-((triisopropylsilyl)ethynyl)naphth-1-yl)-2-(2,2,2-trifluoroethoxy)pyridino[4,3-d]pyrimidin-4-yl)-3,8-diazabicyclo[3.2.1]octan-8-formate FC1=C(N=CC2=C1N=C(N=C2N2C[C@H]1CC[C@@H](C2)N1C(=O)OC(C)(C)C)OCC(F)(F)F)C1=CC=CC2=CC=C(C(=C12)C#C[Si](C(C)C)(C(C)C)C(C)C)F